[Si](C1=CC=CC=C1)(C1=CC=CC=C1)(C(C)(C)C)OC[C@H]1C[C@H](CC1)COC=1C=C(C=CC1)NC=1N=CC2=C(N1)NC(C=C2C#C[Si](C(C)C)(C(C)C)C(C)C)=O 2-[(3-{[(1S,3R)-3-{[(tert-butyldiphenylsilyl)oxy]methyl}cyclopentyl]methoxy}phenyl)amino]-5-[2-(triisopropylsilyl)ethynyl]-8H-pyrido[2,3-d]pyrimidin-7-one